N(N)C1=NC=CC(=C1)C1CN(C1)S(=O)(=O)C 2-hydrazineyl-4-(1-(methylsulfonyl)azetidin-3-yl)pyridine